C(P(O)(=O)O)P(O)(=O)O methanediphosphonic acid